HexylLithium C(CCCCC)[Li]